CN(C=1C=CC2=C(C3=CC=C(C=C3[O+]=C2C1)N(C1=CC=CC=C1)C)C1=C(C(=O)[O-])C(=C(C(=C1F)C(OCOC)(C#N)C#N)F)F)C1=CC=CC=C1 2-(3,6-Bis(methyl(phenyl)amino)xanthylium-9-yl)-4-(dicyano(methoxymethoxy)methyl)-3,5,6-trifluoro-benzoate